FC1=CC(=C(C=C1F)CO)OC (4,5-difluoro-2-methoxyphenyl)methanol